C(#N)C=1C=CC(=NC1)N1CCN(CC1)C([C@H](C)N(C(OC(C)(C)C)=O)C)=O tert-Butyl (S)-(1-(4-(5-cyanopyridin-2-yl)piperazin-1-yl)-1-oxopropan-2-yl)(methyl)carbamate